COC(=O)C1=NOC2=C1C=CC(=C2)N=C(C2=CC=CC=C2)C2=CC=CC=C2 6-[(diphenylmethylene)amino]-1,2-benzoxazole-3-carboxylic acid methyl ester